C[Si](OCC(C=CC)=O)(C)C trimethylsiloxy-3-penten-2-one